5-(2-(4-methoxybenzyl)pyrrolidin-1-yl)-1H-benzo[d]imidazole COC1=CC=C(CC2N(CCC2)C2=CC3=C(NC=N3)C=C2)C=C1